3-Bromo-4-hydroxy-5-aminopyridine BrC=1C=NC=C(C1O)N